FC=1C=C(C=NC1C=C)NC(OC(C)(C)C)=O Tertiary-butyl (5-fluoro-6-vinylpyridin-3-yl)carbamate